4-((R)-3-(dimethylamino)pyrrolidine-1-carbonyl)-N-(3-((S)-1-((4-methyl-4H-1,2,4-triazol-3-yl)thio)ethyl)phenyl)picolinamide CN([C@H]1CN(CC1)C(=O)C1=CC(=NC=C1)C(=O)NC1=CC(=CC=C1)[C@H](C)SC1=NN=CN1C)C